2-ethynyl-5-methoxybenzonitrile C(#C)C1=C(C#N)C=C(C=C1)OC